C(N)(=O)C=1C=C(C=CC1)NC(C1=CN=CC=C1)=O N-(3-carbamoylphenyl)nicotinamide